FC=1C=C(C=CC1F)C1C(OC(C1C)(C(F)(F)F)C)C(=O)[O-] 3-(3,4-difluorophenyl)-4,5-dimethyl-5-(trifluoromethyl)tetrahydrofuran-2-carboxylate